(8-bromo-1-(3,5-dichlorophenyl)-7-methoxy-1,4-dihydrochromeno[4,3-c]pyrazol-3-yl)(3,3-dimethylmorpholino)methanone BrC1=CC2=C(C=C1OC)OCC1=C2N(N=C1C(=O)N1C(COCC1)(C)C)C1=CC(=CC(=C1)Cl)Cl